FC=1C=2N(C=C(C1)NC(=O)C1=CC=C(C3=CN(N=C13)C)N1[C@@H](C[C@@H](C1)NC)C)C=C(N2)C N-(8-fluoro-2-methyl-imidazo[1,2-a]-pyridin-6-yl)-2-methyl-4-[(2R,4S)-2-methyl-4-(methylamino)pyrrolidin-1-yl]indazole-7-carboxamide